2-bromo-3-(4-chlorophenyl)propanoic acid BrC(C(=O)O)CC1=CC=C(C=C1)Cl